C(C)(C)(C)OC(NCC1=C(C=C(C=C1)C=1C=2N(C=C(C1)Br)N=CC2)F)=O (4-(6-bromopyrazolo[1,5-a]pyridin-4-yl)-2-fluorobenzyl)carbamic acid tert-butyl ester